BrC1=CC=C2C(=CN=C(C2=C1)Cl)Cl 7-Bromo-1,4-dichloroisoquinoline